O1C=CC2=C1C(=CC=C2)O[C@@H](CCN)C2=CSC=C2 (S)-3-(benzofuran-7-yloxy)-3-(thiophen-3-yl)propan-1-amine